FC1=CC=C(C=C1)S(=O)(=O)N1CC2=C(C1)CN(C2)C(=O)NCC2=CN=CO2 5-(4-Fluorophenylsulfonyl)-N-(oxazol-5-ylmethyl)-3,4,5,6-tetrahydropyrrolo[3,4-c]pyrrole-2(1H)-carboxamide